OC(C#CC=1C=C(C=2N(C1)N=CC2C#N)C=2C=NC(=CC2)N2CC1N(C(C2)C1)CC=1C=NC(=CC1)OC)(COC)C 6-(3-hydroxy-4-methoxy-3-methylbutan-1-yn-1-yl)-4-(6-(6-((6-methoxypyridin-3-yl)methyl)-3,6-diazabicyclo[3.1.1]heptan-3-yl)pyridin-3-yl)pyrazolo[1,5-a]pyridin-3-carbonitrile